COC([C@H](C1=CC=CC=C1)NC(=O)C1=CN=C(O1)C1=CC(=CC=C1)C1=CC(=NN1)C(NC(CC)CC)=O)=O.C(C)(C)(C)OC(=O)N[C@@H](CC=C)C=1C=CC=C(C1)F 3-[(1S)-1-{[(tert-butoxy)carbonyl]Amino}but-3-en-1-yl]-5-fluorobenzene (S)-Methyl-2-(2-(3-(3-(Pentan-3-Ylcarbamoyl)-1H-Pyrazol-5-yl)Phenyl)Oxazole-5-Carboxamido)-2-Phenylacetate